[N-](S(=O)(=O)C(F)(F)F)S(=O)(=O)C(F)(F)F.C[N+]1(CCCC1)CCCC 1-methyl-1-butylpyrrolidinium bis(trifluoromethanesulfonyl)imide salt